5-hydrazino-1H-pyrido[1,2-c]pyrimidin-1-one N(N)C1=CC=CN2C(N=CC=C21)=O